2,5-dimethyl-2,5-bis(tert-butylperoxy)-hexyne CC(C)(C#CC(C)(OOC(C)(C)C)C)OOC(C)(C)C